4,5,6-trichloro-2-isopropyl-pyrimidine methyl-(R)-2-[(9-bromo-6H-dibenzo[b,d]pyran-3-yl)oxy]-3-phenylpropionate COC([C@@H](CC1=CC=CC=C1)OC=1C=CC2=C(OCC3=C2C=C(C=C3)Br)C1)=O.ClC1=NC(=NC(=C1Cl)Cl)C(C)C